2-[(2R)-4-Oxo-1-[(1R)-1-phenylethyl]piperidin-2-yl]acetonitrile O=C1C[C@H](N(CC1)[C@H](C)C1=CC=CC=C1)CC#N